3-[5-[1-[4-[[8-fluoro-6-hydroxy-7-(1,1,4-trioxo-1,2,5-thiadiazolidin-2-yl)-2-naphthyl]oxy]-2,2-dimethyl-butyl]-4-piperidyl]-3-methyl-2-oxo-benzimidazol-1-yl]piperidine-2,6-dione FC=1C(=C(C=C2C=CC(=CC12)OCCC(CN1CCC(CC1)C1=CC2=C(N(C(N2C)=O)C2C(NC(CC2)=O)=O)C=C1)(C)C)O)N1S(NC(C1)=O)(=O)=O